Boron-cobalt-titanium [Ti].[Co].[B]